ClC1=CC=C2C(=C3N(C2=C1Cl)CC(CC3)O)C=3C=NNC3 3,4-dichloro-10-(1H-pyrazol-4-yl)-6,7,8,9-tetrahydropyrido[1,2-a]indol-7-ol